C(C)N1C2=C(OCC1=O)C=C(C=C2)C=2C=CC=1N(N2)C(=NN1)CC=1C=C2C=CC=NC2=CC1 4-ethyl-7-(3-(quinolin-6-ylmethyl)-[1,2,4]triazolo[4,3-b]pyridazin-6-yl)-2H-benzo[b][1,4]oxazin-3(4H)-one